CC(C(C(CC(C)(C)C)C)OC(C)(C)C)(C)C 1,1,1,3,5,5-hexamethylhexyl-t-butyl ether